N-Cyclopropyl-2-[4-(2-fluoroethoxy)phenyl]imidazo[1,2-a]pyridin-7-amine C1(CC1)NC1=CC=2N(C=C1)C=C(N2)C2=CC=C(C=C2)OCCF